C1=C(C=CC2=CC(=CC=C12)C(=O)O)C(=O)O naphthaline-2,6-dicarboxylic acid